ClC1=CC=C(CN2C3(CN(C3)C3=CC=C(C=C3)Cl)C(N(CC2=O)C(C)C)=O)C=C1 5-(4-chlorobenzyl)-2-(4-chlorophenyl)-8-isopropyl-2,5,8-triazaspiro[3.5]nonane-6,9-dione